C(N)(OC(C1CCN(CC1)CC1=CC(=NC(=C1)C1=CC(=CC(=C1)Cl)Cl)OC=1C=NC(=NC1)N1CCN2CCC1C2)C)=O methyl((1-((2-((2-(1,4-diazabicyclo[3.2.1]octan-4-yl)pyrimidin-5-yl)oxy)-6-(3,5-dichlorophenyl) pyridin-4-yl)methyl) piperidin-4-yl)methyl) carbamate